C(C1=CC=CC=C1)O[C@H]1C=C[C@H](C1)O (1S,4R)-4-(benzyloxy)cyclopent-2-en-1-ol